tert-butyl 4-(3-((1-(2-(2-((tert-butyldimethylsilyl)-oxy)ethoxy)-4-chlorophenyl)-2-ethoxy-2-oxoethyl)amino)-5-methoxyphenoxy)-butanoate [Si](C)(C)(C(C)(C)C)OCCOC1=C(C=CC(=C1)Cl)C(C(=O)OCC)NC=1C=C(OCCCC(=O)OC(C)(C)C)C=C(C1)OC